2'-[(5-Methylpyridin-2-yl)methyl]-N-[(2S)-tetrahydrofuran-2-ylmethyl]-8'-(trifluoromethyl)-2',5'-dihydrospiro[cyclobutan-1,4'-furo[2,3-g]indazol]-7'-carboxamide CC=1C=CC(=NC1)CN1N=C2C3=C(CC4(C2=C1)CCC4)OC(=C3C(F)(F)F)C(=O)NC[C@H]3OCCC3